C(=O)O.ClC1=CC=C(C=N1)NC=1N=CC(=C2C1NC=C2)OC N-(6-chloropyridin-3-yl)-4-methoxy-1H-pyrrolo[2,3-c]pyridin-7-amine formate